CS(=O)(=O)CC1CN(C1)C=1N=CC(=C2C=C(N=CC12)NC1=NC(=NC=C1)N1CCC(CC1)OC)C(C)C 8-[3-(methane-sulfonylmethyl)azetidin-1-yl]-N-[2-(4-methoxy-piperidin-1-yl)pyrimidin-4-yl]-5-(propan-2-yl)-2,7-naphthyridin-3-amine